CS(=O)(=O)OCCOCCOCCOC1=CC=C(C=C1)S(=O)(=O)C=C 2-(2-(2-(4-(vinylsulfonyl)phenoxy)ethoxy)ethoxy)ethyl methanesulfonate